N-[4-(1-naphthyl)phenyl]-4-dibenzothiophenamine C1(=CC=CC2=CC=CC=C12)C1=CC=C(C=C1)NC1=CC=CC2=C1SC1=C2C=CC=C1